2,5-dihydrothiophene-3-carboxylic acid S1CC(=CC1)C(=O)O